tert-butyl (1-(2-((6-cyano-1H-indol-1-yl)methyl)pyridin-4-yl)-1-oxo-5,8,11-trioxa-2-azatridecan-13-yl)carbamate C(#N)C1=CC=C2C=CN(C2=C1)CC1=NC=CC(=C1)C(NCCOCCOCCOCCNC(OC(C)(C)C)=O)=O